2-(4-(diethylamino)-2-hydroxybenzoyl)benzoic acid C(C)N(C1=CC(=C(C(=O)C2=C(C(=O)O)C=CC=C2)C=C1)O)CC